N-(4-(4-amino-1-(1-(2-hydroxyacetyl)piperidin-3-yl)-7-oxo-6,7-dihydro-1H-pyrrolo[2,3-d]pyridazin-3-yl)benzyl)-5-fluoro-2-methoxybenzamide NC=1C2=C(C(NN1)=O)N(C=C2C2=CC=C(CNC(C1=C(C=CC(=C1)F)OC)=O)C=C2)C2CN(CCC2)C(CO)=O